CN(C=1C=CC=2N(C1)N=CC2C(=O)N2[C@H](C1=C(CC2)NC=N1)C1=NN2C(C(=CC=C2)C)=C1)C (R)-(6-(dimethylamino)pyrazolo[1,5-a]pyridin-3-yl)(4-(4-methylpyrazolo[1,5-a]pyridin-2-yl)-6,7-dihydro-1H-imidazo[4,5-c]pyridin-5(4H)-yl)methanone